ClC=1C=C(C=CC1OCC1=NC=CC=C1)NC1=C(C=NC2=CC(=C(C=C12)NC(C=CC1N(CCC1)C)=O)OCC)C#N N-(4-(3-chloro-4-(pyridine-2-yl-methoxy)phenylamino)-3-cyano-7-ethoxyquinoline-6-yl)-3-(1-methylpyrrolidine-2-yl)acrylamide